5-(4-methoxyphenyl)penta-2,4-dienoate COC1=CC=C(C=C1)C=CC=CC(=O)[O-]